5-(4,4,5,5-tetramethyl-1,3,2-dioxaborolan-2-yl)-1H-indazole CC1(OB(OC1(C)C)C=1C=C2C=NNC2=CC1)C